O=C1NC(CCC1N1C2=CNC(C=3C=CC=C(C1=O)C23)=O)=O 2-(2,6-dioxo-3-piperidyl)-2,10-diazatricyclo[6.3.1.04,12]dodeca-1(11),4,6,8(12)-tetraene-3,9-dione